(S)-2'-((1-methylpyrrolidin-2-yl)methoxy)-7',8'-dihydro-6'H-spiro[cyclopropan-1,5'-pyrido[3,4-d]pyrimidine] CN1[C@@H](CCC1)COC=1N=CC2=C(N1)CNCC21CC1